NC1=CC=C(C=C1)CCCCCCC1=CC=C(C=C1)N 1,6-bis(4-aminophenyl)hexane